4-(7-(N-(1-cyanocyclopropyl)sulfamoyl)-9-(5-(difluoromethyl)-1,3,4-thiadiazol-2-yl)-9H-pyrimido[4,5-b]indol-4-yl)-N-(2-hydroxyethyl)-N-methylpiperidine-1-carboxamide C(#N)C1(CC1)NS(=O)(=O)C1=CC=C2C3=C(N(C2=C1)C=1SC(=NN1)C(F)F)N=CN=C3C3CCN(CC3)C(=O)N(C)CCO